benzyl 6-(4-methylbenzyl)-5-oxo-1,5,6,8,9,10-hexahydropyrido[3,4-e]pyrimido[1,2-a]pyrimidine-3(4H)-carboxylate CC1=CC=C(CN2C=3N(C4=C(C2=O)CN(CC4)C(=O)OCC4=CC=CC=C4)CCCN3)C=C1